FC(C(=O)O)(F)F.N[C@H](C(=O)NC)CCN(C(CO)=O)[C@H](C(C)(C)C)C=1N(C=C(C1)C1=C(C=CC(=C1)F)F)CC1=CC=CC=C1 (2S)-2-amino-4-[{(1R)-1-[1-benzyl-4-(2,5-difluorophenyl)-1H-pyrrol-2-yl]-2,2-dimethylpropyl}(glycoloyl)amino]-N-methylbutanamide trifluoroacetate